(αR)-3-benzoyl-α-methylphenylacetic acid 3-amino-2,2-difluoropropyl ester NCC(COC([C@H](C)C1=CC(=CC=C1)C(C1=CC=CC=C1)=O)=O)(F)F